[Ga].[In].[Zn].[Al] aluminum zinc indium gallium